dimethylpyridin-4(1H)-one CC=1N(C=CC(C1)=O)C